isopropyl (R)-2-amino-2-(4-aminophenyl)-4,4-dimethylpentanoate N[C@](C(=O)OC(C)C)(CC(C)(C)C)C1=CC=C(C=C1)N